ClC1=NC(=C(C(=C1C#N)CC)C#N)N1CC(C1)CO 2-chloro-4-ethyl-6-(3-(hydroxymethyl)azetidin-1-yl)pyridine-3,5-dicarbonitrile